lithium 4-[5-(cyclohexylmethoxy)-2-pyridyl] tetrahydropyran-4-carboxylate O1CCC(CC1)C(=O)OC1=NC=C(C=C1)OCC1CCCCC1.[Li]